FC=1C=C2CN(CC2=CC1)CC1=CC(C(=CO1)OCC1CCN(CC1)C(=O)N(C)C)=O 4-(((6-((5-fluoroisoindolin-2-yl)methyl)-4-oxo-4H-pyran-3-yl)oxy)methyl)-N,N-dimethylpiperidine-1-carboxamide